N-(4-(4-amino-7-(1,1,1-trifluoropropan-2-yl)-7H-pyrrolo[2,3-d]pyrimidin-5-yl)benzyl)-5-fluoro-2-methoxybenzamide NC=1C2=C(N=CN1)N(C=C2C2=CC=C(CNC(C1=C(C=CC(=C1)F)OC)=O)C=C2)C(C(F)(F)F)C